OC(CC)CCC(CCCCCC)O 3,6-dihydroxy-dodecane